CS(=O)(=O)CCN1C(=NC2=C1C=CC(=C2)C(=O)OCC)NC=2OC1=C(N2)C=CC(=C1)OC(F)(F)F ethyl 1-(2-(methylsulfonyl) ethyl)-2-((6-(trifluoromethoxy) benzo[d]oxazol-2-yl) amino)-1H-benzo[d]imidazole-5-carboxylate